N1(C=NC=C1)C(=CC=O)N1C=NC=C1 3,3-bis(1H-imidazol-1-yl)acrolein